FC(C=1C(=CC(=NC1)C)C1=C2CCN(C(C2=CC(=C1)CCN(C)CC)=O)[C@@H](C)C1=NC=C(C#N)C(=C1)OCC)F (S)-6-(1-(5-(5-(difluoromethyl)-2-methylpyridin-4-yl)-7-(2-(ethyl(methyl)amino)ethyl)-1-oxo-3,4-dihydroisoquinolin-2(1H)-yl)ethyl)-4-ethoxynicotinonitrile